C1(CC1)C=1C(=C2C=CNC2=C(C1)C)CN1[C@H](C[C@H](CC1)N1CC2(CC2)C1)C1=CC=C(C(=O)O)C=C1 4-((2r,4s)-1-((5-cyclopropyl-7-methyl-1H-indol-4-yl)methyl)-4-(5-azaspiro[2.3]hexan-5-yl)piperidin-2-yl)benzoic acid